Allyloxymethyl methacrylate C(C(=C)C)(=O)OCOCC=C